(E)-6-(4-hydroxy-2-oxo-3-propionyl-2H-pyran-6-yl)hept-2-enoic acid methyl ester COC(\C=C\CCC(C)C1=CC(=C(C(O1)=O)C(CC)=O)O)=O